1-Methyl-3-propylimidazolium iodid [I-].CN1C=[N+](C=C1)CCC